N-[(6-Amino-2-pyridyl)sulfonyl]-6-(3-fluoro-5-isobutoxyphenyl)-2-(4-methyl-1-piperidyl)pyridin-3-carboxamid NC1=CC=CC(=N1)S(=O)(=O)NC(=O)C=1C(=NC(=CC1)C1=CC(=CC(=C1)OCC(C)C)F)N1CCC(CC1)C